ClC1=C(C=C(C=C1F)C1=CC(=CC=C1)C)F (R)-(4'-chloro-3',5'-difluoro-3-methyl-[1,1'-biphenyl])